5-(1-(3-bromobenzyl)-5-methyl-1H-1,2,4-triazol-3-yl)-2-chloropyrimidine BrC=1C=C(CN2N=C(N=C2C)C=2C=NC(=NC2)Cl)C=CC1